1-fluoro-N-(6-(thiazol-5-yl)isoquinolin-3-yl)cyclohexane-1-carboxamide FC1(CCCCC1)C(=O)NC=1N=CC2=CC=C(C=C2C1)C1=CN=CS1